C1CC2=CC=CC=C2C1[N+](=O)[O-] nitroindane